6-(2,6-dichlorophenyl)-2-{[4-(piperazin-1-yl)-3-(trifluoromethyl)phenyl]amino}imidazo[1,2-a]pyrimido[5,4-e]pyrimidin-5(6H)-one ClC1=C(C(=CC=C1)Cl)N1C=2N(C3=C(C1=O)C=NC(=N3)NC3=CC(=C(C=C3)N3CCNCC3)C(F)(F)F)C=CN2